COC1=CC=C(CN(C=2N=C(C3=C(N2)C=CNC3=O)NC(CCO)CCC)CC3=CC=C(C=C3)OC)C=C1 2-(bis(4-methoxybenzyl)amino)-4-((1-hydroxyhexan-3-yl)amino)pyrido[4,3-d]pyrimidin-5(6H)-one